2-(3-(((4-(2-((6-(4H-1,2,4-triazol-4-yl)-1H-indazol-4-yl)amino)ethoxy)butyl)amino)methyl)-5-(trifluoromethoxy)phenyl)acetonitrile N=1N=CN(C1)C1=CC(=C2C=NNC2=C1)NCCOCCCCNCC=1C=C(C=C(C1)OC(F)(F)F)CC#N